6-(Cyclopropanecarboxamido)-4-((1-isopropyl-7-methoxy-1H-indazol-6-yl)amino)-N-(methyl-d3)nicotinamide C1(CC1)C(=O)NC1=NC=C(C(=O)NC([2H])([2H])[2H])C(=C1)NC1=CC=C2C=NN(C2=C1OC)C(C)C